ClC=1C=C2C=NN(C2=C(C1)C(=O)NC1CC2(CC(C2)CC(=O)O)C1)CC1=CC=C(C=N1)C1=CC(=NC=C1)OC 2-(6-(5-chloro-1-((2'-methoxy-[3,4'-bipyridine]-6-yl)methyl)-1H-indazole-7-carboxamido)spiro[3.3]heptan-2-yl)acetic acid